BrC1=CC=C(C(=O)N(C)C)C=C1 4-bromo-N,N-dimethylbenzamide